ClC1=NC(=CC(=N1)NC1C(C2CCC1CC2)C(=O)OC)C=2C=NN(C2)C (+/-)-trans-methyl 3-((2-chloro-6-(1-methyl-1H-pyrazol-4-yl)pyrimidin-4-yl)amino)bicyclo[2.2.2]octane-2-carboxylate